C(#N)C1(CC1)NC(=O)[C@@H]1C[C@@H](CN1C(=O)C1(CC1)C(F)(F)F)OS(=O)(=O)C1=CC=CC=C1 Benzenesulfonic acid (3S,5S)-5-(1-cyano-cyclopropylcarbamoyl)-1-(1-trifluoromethyl-cyclopropanecarbonyl)-pyrrolidin-3-yl ester